Tripropylene Glycol Diglycidyl Ether C(C1CO1)OC(C)COC(C)COC(C)COCC1CO1